C(C=CCCCCCCCCCCCC)=O 8Z-pentadecenal